FC1=C(C=C(C(=C1C(C=1C=C2N=C(C=NC2=CC1)N1CCOCC1)O)F)F)NC(C(C)(C)C)=O N-(2,4,5-trifluoro-3-(hydroxy(3-morpholinoquinoxalin-6-yl)methyl)phenyl)trimethylacetamide